N1=C(C=NC=C1)C1(CCC2(OCCO2)CC1)C(=O)OC Methyl 8-pyrazin-2-yl-1,4-dioxaspiro[4.5]decane-8-carboxylate